N-(7-(3-Chloro-6-hydroxy-4-methoxy-2-methylbenzoyl)-3-methyl-5,6,7,8-tetrahydro-1,7-naphthyridin-2-yl)-N-methylacrylamide ClC=1C(=C(C(=O)N2CCC=3C=C(C(=NC3C2)N(C(C=C)=O)C)C)C(=CC1OC)O)C